OC=1C=C(OC(=O)O)C=C(C1O)O 3,4,5-trihydroxyphenoxyformic acid